3-((4-((8-(3-acrylamidophenyl)-7-fluoroquinazolin-2-yl)amino)phenyl)amino)azetidine-1-carboxylic acid tert-butyl ester C(C)(C)(C)OC(=O)N1CC(C1)NC1=CC=C(C=C1)NC1=NC2=C(C(=CC=C2C=N1)F)C1=CC(=CC=C1)NC(C=C)=O